CC=1C(=NOC1C)N(S(=O)(=O)C=1C(=NC=CC1)C#CC=1C=C2COCC2=CC1C)COC N-(4,5-dimethylisoxazol-3-yl)-N-(methoxymethyl)-2-((6-methyl-1,3-dihydroisobenzofuran-5-yl)ethynyl)pyridine-3-sulfonamide